4-(5-(4-ethoxy-3-methoxyphenyl)pyridin-3-yl)-1,2-oxaborol-2-ol C(C)OC1=C(C=C(C=C1)C=1C=C(C=NC1)C=1CB(OC1)O)OC